NC1=NC=C(C2=C1COC2)NC(C(=O)N(C(C)C2=NC=CC=C2F)CC=2C=CC1=C(N=CO1)C2)=O N1-(4-amino-1,3-dihydrofuro[3,4-c]pyridin-7-yl)-N2-(benzo[d]oxazol-5-ylmethyl)-N2-(1-(3-fluoropyridin-2-yl)ethyl)oxalamide